4-[(4-methyl-2-oxo-chromen-7-yl)oxymethyl]-benzoic acid [2-oxo-2-(2-thienylmethylcarbamoylamino) ethyl] ester O=C(COC(C1=CC=C(C=C1)COC1=CC=C2C(=CC(OC2=C1)=O)C)=O)NC(NCC=1SC=CC1)=O